CC1=C(C=CC(=C1)C)CCC=1C(=C(N=NC1C)OC1=CC(=CC=C1)C(F)(F)F)C(N)=S [2-(2,4-dimethylphenyl)ethyl]-6-methyl-3-[3-(trifluoromethyl)phenoxy]Pyridazine-4-thiocarboxamide